FC1(CCN(CC1)C(=O)C=1C=C2C=CC(=C(C2=CC1)C=1C=C2C=NNC(C2=CC1)=O)F)F 6-(6-(4,4-difluoropiperidine-1-carbonyl)-2-fluoronaphthalen-1-yl)phthalazin-1(2H)-one